The molecule is an N-(2,6-dimethylphenyl)-2-{4-[2-hydroxy-3-(2-methoxyphenoxy)propyl]piperazin-1-yl}acetamide that is the (S)-enantiomer of ranolazine (the racemate is a drug used for treatment of chronic angina). It is an enantiomer of a (R)-ranolazine. CC1=C(C(=CC=C1)C)NC(=O)CN2CCN(CC2)C[C@@H](COC3=CC=CC=C3OC)O